3-((4-bromophenyl)fluoromethyl)-1-(3-fluoropropyl)azetidine BrC1=CC=C(C=C1)C(C1CN(C1)CCCF)F